3,6-diethyl-1,4-dioxane-2,5-dione C(C)C1C(OC(C(O1)=O)CC)=O